CC=1C(=NC=C(C1)C)CN(C)C[C@@H]1N(CC2=CC=CC(=C2C1)N1CCOCC1)C(=O)OC(C)(C)C tert-butyl (R)-3-((((3,5-dimethylpyridin-2-yl)methyl)(methyl)amino)methyl)-5-morpholino-3,4-dihydroisoquinoline-2(1H)-carboxylate